OC1OC(C2=CC(=CC=C12)C(=O)O)=O 1-hydroxy-3-oxo-1,3-dihydroisobenzofuran-5-carboxylic acid